2-cyclohexylpent-4-enoic acid C1(CCCCC1)C(C(=O)O)CC=C